ClC1=CC(=NC(=C1)OCC1=C(C=C(C=C1)C#N)F)N1CCN(CC1)[C@@H](C)C1=NC2=C(N1C[C@H]1OCC1)C=C(C=C2)C(=O)O 2-((S)-1-(4-(4-chloro-6-((4-cyano-2-fluorobenzyl)oxy)pyridin-2-yl)piperazine-1-yl)ethyl)-1-(((S)-oxetan-2-yl)methyl)-1H-benzo[d]imidazole-6-carboxylic acid